COC(=O)C=1C=C2C(C=C(OC2=C(C1)Br)N1C[C@H](OCC1)CO)=O.OCCNS(=O)(=O)C1=CC(=C(C=C1)C=1N=NNN1)C N-(2-hydroxyethyl)-3-methyl-4-(2H-tetrazol-5-yl)benzenesulfonamide methyl-8-bromo-2-[(2S)-2-(hydroxymethyl)morpholin-4-yl]-4-oxo-chromene-6-carboxylate